N[C@H]1CN(C[C@@H](C1)F)C(=O)C1=CC2=C(N(C(=N2)C=2N(C3=CC(=CC=C3C2)C=2C=C3C(=C(C=NC3=CC2)C(=O)O)O)CC2CC2)C)C(=C1)OC 6-(2-{5-[(3R,5R)-3-amino-5-fluoropiperidine-1-carbonyl]-7-methoxy-1-methyl-1H-1,3-benzodiazol-2-yl}-1-(cyclopropylmethyl)-1H-indol-6-yl)-4-hydroxyquinoline-3-carboxylic acid